1-decyl-2,3-dimethylimidazolium C(CCCCCCCCC)N1C(=[N+](C=C1)C)C